5-Furan-dimethanol O1C(=CC=C1CO)CO